N(C(=N)N)C=1NC2=C(N1)C=CC=C2 2-guanidino-benzimidazole